4-(2-azabicyclo[2.1.1]hexan-2-yl)-2-chloro-6,6-dimethyl-6,8,9,10-tetrahydro-[1,4]oxazepino[4,3-e]purine C12N(CC(C1)C2)C=2C=1N=C3N(C1N=C(N2)Cl)CCCOC3(C)C